C(\C=C\C1=CC=C(C=C1)O)(=O)NCCC1=CC=C(C=C1)O Coumaroyl-tyramine